CC1=NC(=CC(=C1)C=1NC2=CC=C(C=C2C1C(C)C)C1CCC2(OCCO2)CC1)C 2-(2,6-dimethylpyridin-4-yl)-3-isopropyl-5-(1,4-dioxaspiro[4.5]decan-8-yl)-1H-indole